CN(CCCCCN(C)C)C Tetramethylpentylendiamin